6-chloro-3-(((R)-1-(2-cyano-7-methyl-3-((S)-3-methylmorpholino)quinoxalin-5-yl)ethyl)amino)picolinic acid ClC1=CC=C(C(=N1)C(=O)O)N[C@H](C)C1=C2N=C(C(=NC2=CC(=C1)C)C#N)N1[C@H](COCC1)C